C(C)(C)(C)OC(=O)N1C[C@@H](CCC1)C(=O)N1CCN(CC1)C1=NC=C(C=N1)C(F)(F)F (R)-3-(4-(5-(trifluoromethyl)pyrimidin-2-yl)piperazine-1-carbonyl)piperidine-1-carboxylic acid tert-butyl ester